methyl 2-(7-(1-(tert-butoxycarbonyl) piperidin-4-yl)-1-(cyclopropylmethyl)-5-fluoro-1H-indol-2-yl)-4-methoxy-3-methylpyrazolo[1,5-a]pyridine-6-carboxylate C(C)(C)(C)OC(=O)N1CCC(CC1)C=1C=C(C=C2C=C(N(C12)CC1CC1)C1=NN2C(C(=CC(=C2)C(=O)OC)OC)=C1C)F